O=C1N(CC2(CC2)C2=CC(=CC=C12)C(F)(F)F)CC(=O)NC1=NC=C2C(=N1)NN=C2 2-[1-Oxo-6-(trifluoromethyl)spiro[3H-isoquinoline-4,1'-cyclopropan]-2-yl]-N-(1H-pyrazolo[3,4-d]pyrimidin-6-yl)acetamide